C1(=CC=C(C=C1)N(C1=CC=C(C=C1)C1=CC=CC=C1)C1=CC=C(C=C1)C1(C2=CC=CC=C2C=2C=CC=CC12)C1=CC=C(C=C1)N(C1=CC=C(C=C1)C1=CC=CC=C1)C1=CC=C(C=C1)C1=CC=CC=C1)C1=CC=CC=C1 9,9-bis[4-(N,N-bis(biphenyl-4-yl)amino)phenyl]-9H-fluorene